ethyl (E)-3-(3-acetyl-4-amino-2,6-difluorophenyl)acrylate C(C)(=O)C=1C(=C(C(=CC1N)F)/C=C/C(=O)OCC)F